4'-chloro-10'-(1-(4-(hydroxymethyl)cyclohexyl)pyrrolidin-3-yl)-5'H-spiro[cyclohexane-1,7'-indolo[1,2-a]quinazolin]-5'-one ClC=1C=2C(N=C3N(C2C=CC1)C1=CC(=CC=C1C31CCCCC1)C1CN(CC1)C1CCC(CC1)CO)=O